BrC1=CC(=NC=C1)C1=NN(C=C1)C 4-Bromo-2-(1-methyl-1H-pyrazol-3-yl)pyridine